(Z)-((2-(dimethylamino)acetyl)azanediyl)bis(ethane-2,1-diyl) dioleate C(CCCCCCC\C=C/CCCCCCCC)(=O)OCCN(CCOC(CCCCCCC\C=C/CCCCCCCC)=O)C(CN(C)C)=O